iron-manganese-aluminium [Al].[Mn].[Fe]